N1[C@H]2[C@@](CCC1)(CCC2)COC=2N=C(C1=C(N2)C(=C(N=C1OC)C1=CC(=CC2=CC=CC(=C12)F)O)F)N1CCOC[C@](C1)(O)C (6S)-4-(2-{[(4aS,7aR)-octahydro-1H-cyclopenta[b]pyridin-4a-yl]methoxy}-8-fluoro-7-(8-fluoro-3-hydroxynaphthalen-1-yl)-5-methoxypyrido[4,3-d]pyrimidin-4-yl)-6-methyl-1,4-oxazepan-6-ol